O=C1N(C2=CC(=CC=C2C12CCN(CC2)C(=O)OC(C)(C)C)B2OC(C(O2)(C)C)(C)C)C2CC(C2)N2CCCCC2 tert-butyl 2-oxo-1-[(1s,3s)-3-(piperidin-1-yl)cyclobutyl]-6-(4,4,5,5-tetramethyl-1,3,2-dioxaborolan-2-yl)-1,2-dihydrospiro[indole-3,4'-piperidine]-1'-carboxylate